tert-butyl N-{[1-(2H-1,3-benzodioxole-5-sulfonyl)-5-(2,4-difluorophenyl)-1H-pyrrol-3-yl]methyl}-N-methylcarbamate O1COC2=C1C=CC(=C2)S(=O)(=O)N2C=C(C=C2C2=C(C=C(C=C2)F)F)CN(C(OC(C)(C)C)=O)C